D-alanyl-alanine N[C@H](C)C(=O)N[C@@H](C)C(=O)O